C1(=CC=CC=C1)C1=NC=CC(=N1)C#N 2-phenylpyrimidine-4-carbonitrile